N-(4-nitrophenyl)-1H-pyrazole-3-carboxyamide [N+](=O)([O-])C1=CC=C(C=C1)NC(=O)CC1=NNC=C1